FC=1C=C(C=CC1F)[C@H](C)NC(=O)C1=NC(=CN=C1NCC1=CC=C(C=C1)C=1C=CN2N=CN=C(C21)N)C#N 3-[4-(4-Amino-pyrrolo[2,1-f][1,2,4]triazin-5-yl)-benzylamino]-6-cyano-pyrazine-2-carboxylic acid [(S)-1-(3,4-difluorophenyl)-ethyl]-amide